FC1=C(C=CC(=C1)F)C=1N=C2N(C(C1)=O)C=C(C=C2[C@@H](C)NC2=C(C(=O)O)C=CC=C2)C (R)-2-((1-(2-(2,4-difluorophenyl)-7-methyl-4-oxo-4H-pyrido[1,2-a]pyrimidin-9-yl)ethyl)amino)benzoic acid